4-[(1,3-dioxo-1,3-dihydro-2-benzofuran-5-yl)oxy]-2-benzofuran O=C1OC(C2=C1C=CC(=C2)OC2=CC=CC1=COC=C12)=O